4-(4-((4-(2-chlorophenyl)thiazol-2-yl)carbamoyl)phenyl)-piperazine-1-carboxylic acid tert-butyl ester C(C)(C)(C)OC(=O)N1CCN(CC1)C1=CC=C(C=C1)C(NC=1SC=C(N1)C1=C(C=CC=C1)Cl)=O